eicosyl 2-chlorobutyrate ClC(C(=O)OCCCCCCCCCCCCCCCCCCCC)CC